lithium(1+) 1-[2-(dimethylamino)ethyl]-2-oxo-1,2-dihydropyridine-3-carboxylate CN(CCN1C(C(=CC=C1)C(=O)[O-])=O)C.[Li+]